But-3-yn-1-amine hydrochloride Cl.C(CC#C)N